N-methyl-3-keto-3-(2-thienyl)-1-propylamine CNCCC(C=1SC=CC1)=O